BrC=1C=C(C(=NC1)C#CC(C)(O)C)N1CCOCC1 4-(5-bromo-3-morpholinopyridin-2-yl)-2-methylbut-3-yn-2-ol